ONC(=O)C=1N=C(OC1)CCCN1CCC(CC1)CNC1C(C1)C1=CC=CC=C1 N-hydroxy-2-(3-(4-(((2-phenyl-cyclopropyl)amino)methyl)piperidin-1-yl)propyl)oxazole-4-carboxamide